NC=1C2=C(N=CN1)N(C=C2C2=CC(=C(C=C2)NC(=O)NC2=CC(=C(C=C2)CN2CCNCC2)C(F)(F)F)F)C2CC2 1-(4-(4-amino-7-cyclopropyl-7H-pyrrolo[2,3-d]pyrimidin-5-yl)-2-fluorophenyl)-3-(4-(piperazin-1-ylmethyl)-3-(trifluoromethyl)phenyl)urea